Flavanol O1C(C(CC2=CC=CC=C12)O)C1=CC=CC=C1